benzyl (1-(2,5-dimethoxy-4-(5,5,5-trifluoropentyl)phenyl)propan-2-yl)carbamate COC1=C(C=C(C(=C1)CCCCC(F)(F)F)OC)CC(C)NC(OCC1=CC=CC=C1)=O